isopropyl-acryl-amide C(C)(C)C(C(=O)N)=C